tri-hydroxypropyl ether triacrylate C(C=C)(=O)O.C(C=C)(=O)O.C(C=C)(=O)O.OC(CCOCCC(O)(O)O)(O)O